Cl.NCC#CNC1=CC=CC=C1 (3-aminoprop-1-yn-1-yl)Aniline hydrochloride